CSC=1N=CC2=C(N1)CNC2=O (methylthio)-6,7-dihydro-5H-pyrrolo[3,4-d]pyrimidin-5-one